hydroxyproline copper [Cu].N1[C@@H](C[C@@H](O)C1)C(=O)O